1-(4-fluorophenyl)-3,3-dimethoxycyclobutane-1-carbonitrile FC1=CC=C(C=C1)C1(CC(C1)(OC)OC)C#N